BrC1=CC=C2N=C(C(NC2=C1F)=O)C 7-bromo-8-fluoro-3-methylquinoxalin-2(1H)-one